potassium methylnaphthalenedisulfonate COS(=O)(=O)C=1C(=CC=C2C=CC=CC12)S(=O)(=O)[O-].[K+]